Bis(N,N'-diisopropylacetamidate) cobalt [Co].C(C)(C)N(C(C)=O)C(C)C.C(C)(C)N(C(C)=O)C(C)C